4-[2-chloro-6-cyano-4-[1-[4-[[2-(methanesulfonamido)pyrimidin-4-yl]methoxy]phenyl]-1-methyl-ethyl]phenoxy]-N-[2-(2,6-dioxo-3-piperidyl)-1-oxo-isoindolin-5-yl]butanamide ClC1=C(OCCCC(=O)NC=2C=C3CN(C(C3=CC2)=O)C2C(NC(CC2)=O)=O)C(=CC(=C1)C(C)(C)C1=CC=C(C=C1)OCC1=NC(=NC=C1)NS(=O)(=O)C)C#N